ClC=1C=C2C(=NC=NC2=C(C1)S(=O)(=O)C(F)F)N[C@@H](C)C1=NC=NN1C1=CC(=NC=N1)C(=O)N 6-[5-[(1S)-1-[[6-chloro-8-(difluoromethylsulfonyl)quinazolin-4-yl]amino]ethyl]-1,2,4-triazol-1-yl]pyrimidine-4-carboxamide